C(CCCCCCCCC)OCC(C[N+]1=CC2=CC=CC=C2CC1)OS(=O)(=O)O 2-[3-(decyloxy)-2-(sulfooxy)propyl]-3,4-dihydroisoquinolinium